tert-butyl (2R,5S)-2-(5-chloro-1,3-benzoxazol-2-yl)-5-[2-(4-chloro-3-fluorophenoxy)acetamido]piperidine-1-carboxylate ClC=1C=CC2=C(N=C(O2)[C@@H]2N(C[C@H](CC2)NC(COC2=CC(=C(C=C2)Cl)F)=O)C(=O)OC(C)(C)C)C1